N[C@@]1(CSCC1)COC1=C(C#N)C(=CC(=C1)C1=CN=C2N1C(=CC=C2)OC)SC (R)-2-((3-Aminotetrahydrothiophen-3-yl)methoxy)-4-(5-methoxyimidazo[1,2-a]pyridin-3-yl)-6-(methylthio)benzonitrile